ClC=1C=C2N=C(C=3N(C2=CC1C(=O)O)C=CC3)NCC3=CC=C(C=C3)OC 7-chloro-4-((4-methoxybenzyl)amino)pyrrolo[1,2-a]quinoxalin-8-carboxylic acid